(R)-4-(4-(5,6-dihydro-2H-pyran-3-yl)-1-(1-(2-(trimethylsilyl)ethoxy)methyl)-1H-pyrazol-3-yl)-1H-pyrazole O1CC(=CCC1)C=1C(=NN(C1)COCC[Si](C)(C)C)C=1C=NNC1